oxazacyclopentadecine-3,8(5H,9H)-dione O1NC(CCC=CC(CC=CC=CC=C1)=O)=O